CC1=C(N=NC(=C1)Cl)Cl 4-methyl-3,6-dichloropyridazine